Histamin hydrochloride Cl.NCCC1=CNC=N1